CC/C=C(\\C)/C(C#C)OC(=O)[C@@H]1C(C1(C)C)C=C(C)C The molecule is a terminal acetylenic compound and a cyclopropanecarboxylate ester. It has a role as a pyrethroid ester insecticide. It derives from a chrysanthemic acid.